4-((3-amino-5-((S)-5-amino-5,7-dihydrospiro[cyclopenta[b]pyridin-6,4'-piperidin]-1'-yl)pyrazin-2-yl)thio)-6a,7-dihydro-6H,9H-oxazolo[3,4-d]pyrido[3,2-b][1,4]oxazin-9-one NC=1C(=NC=C(N1)N1CCC2(CC1)[C@@H](C=1C(=NC=CC1)C2)N)SC2=CC=NC1=C2OCC2N1C(OC2)=O